N-[3-(p-toluenesulfonyloxy)phenyl]-N'-[3-(propylsulfonyloxy)phenyl]urea CC1=CC=C(C=C1)S(=O)(=O)OC=1C=C(C=CC1)NC(=O)NC1=CC(=CC=C1)OS(=O)(=O)CCC